1-(4-chlorobenzyl)-3-(4-((2-methyl-1H-imidazol-1-yl)methyl)phenyl)urea ClC1=CC=C(CNC(=O)NC2=CC=C(C=C2)CN2C(=NC=C2)C)C=C1